CN(C1=CC=C(C=C1)/C=C/C(=O)N[C@H](C(=O)NC1=CC=C(C=C1)C(NO)=O)CC1=CC=CC=C1)C (2S)-2-[[(E)-3-(4-dimethylaminophenyl)prop-2-enoyl]amino]-N-[4-(hydroxycarbamoyl)phenyl]-3-phenyl-propionamide